C1(CC1)O[C@@H]([C@@H](C=1OC2=C(N1)C=C(C=C2)[C@@H](COC)N2C(N[C@@H](C2)C(F)(F)F)=O)NC(=O)C=2C(=NOC2)CC)C N-((1S,2R)-2-cyclopropoxy-1-(5-((S)-2-methoxy-1-((S)-2-oxo-4-(trifluoromethyl)imidazolidin-1-yl)ethyl)benzo[d]oxazol-2-yl)propyl)-3-ethylisoxazole-4-carboxamide